COCOC=1C=C(C=CC1OCOC)[C@H]([C@@H](CO)O)O[Si](C)(C)C(C)(C)C (2R,3R)-3-[3,4-bis(methoxymethoxy)phenyl]-3-[(tert-butyldimethylsilyl)oxy]propane-1,2-diol